FC(\C(\C(=O)OCC)=N/[C@H](CO)C1=CC=CC=C1)(F)F Ethyl (S,Z)-3,3,3-trifluoro-2-((2-hydroxy-1-phenylethyl)imino)propanoate